2-((3-(2,6-Dioxopiperidin-3-yl)-1-methyl-1H-indazol-7-yl)oxy)-N-(3-ethyl-isoxazol-5-yl)acetamide O=C1NC(CCC1C1=NN(C2=C(C=CC=C12)OCC(=O)NC1=CC(=NO1)CC)C)=O